2,4,5-trifluoro-3-methoxythiophenylamide FC=1S(C(=C(C1OC)F)F)[NH-]